(5R)-3-[[tert-butyl(dimethyl)silyl]oxymethyl]hexane-1,5-diol [Si](C)(C)(C(C)(C)C)OCC(CCO)C[C@@H](C)O